C(C1=CC=CC=C1)(=O)N(C(C(CCOCC1=CC=CC=C1)O)=O)C1=C(C=CC(=C1)C)NC(C1=C(C(=C(C(=C1F)F)F)F)F)=O N-(2-(N-benzoyl-4-(benzyloxy)-2-hydroxybutanamido)-4-METHYLPHENYL)-2,3,4,5,6-pentafluorobenzamide